BrC=1C=C(C=C2C(N(C(=NC12)N1CC2(COC2)C1)C)=O)C 8-bromo-3,6-dimethyl-2-(2-oxa-6-azaspiro[3.3]heptan-6-yl)quinazolin-4-one